OC[C@@H](CC(C)C)NC1=NC(=NC(=N1)C[C@H](C)C1=C(C=C(C(=C1)F)F)F)NS(=O)(=O)C N-(4-(((R)-1-Hydroxy-4-methylpentan-2-yl)amino)-6-((S)-2-(2,4,5-trifluorophenyl)propyl)-1,3,5-triazin-2-yl)methanesulfonamide